7-methylenehexahydroindolizin C=C1CCN2CCCC2C1